(7R)-9-methyl-7-[(7-methyl-1H-indazol-5-yl)methyl]-6,13,16,26-tetraoxa-4,9,22,24-tetraazatetracyclo[18.6.2.21,4.023,27]triaconta-20(28),21,23(27)-trien-5,8,25-trione CN1C([C@H](OC(N2CCC3(OC(NC=4N=CC(CCCOCCOCCC1)=CC34)=O)CC2)=O)CC=2C=C3C=NNC3=C(C2)C)=O